2-Amino-7-benzyl-9-((2R,3S,4S,5R)-4-fluoro-3-hydroxy-5-(hydroxymethyl)tetrahydrofuran-2-yl)-7,9-dihydro-1H-purin-6,8-dion NC=1NC(C=2N(C(N(C2N1)[C@@H]1O[C@@H]([C@H]([C@H]1O)F)CO)=O)CC1=CC=CC=C1)=O